9-ethyl-6-{2-methyl-4-(2,2-dimethyl-1,3-dioxolanyl)methoxybenzoyl}-9H-carbazol C(C)N1C2=CC=C(C=C2C=2C=CC=CC12)C(C1=C(C=C(C=C1)OCC1OC(OC1)(C)C)C)=O